aminomethyl(N-n-butylaminomethyl)phosphinic acid NCP(O)(=O)CNCCCC